ClC1=CC=C(O\C(\C(=O)C2=C(C(=CC=C2)F)F)=C\N(C)C)C=C1 (E)-2-(4-Chlorophenoxy)-1-(2,3-difluorophenyl)-3-(dimethylamino)prop-2-en-1-one